1-(2-oxo-1,3-dioxolan-4-yl)-1H-indole O=C1OCC(O1)N1C=CC2=CC=CC=C12